(S)-1-((S)-8-(4'-(Aminomethyl)-4-ethoxybiphenyl-3-ylsulfonyl)-1-oxa-8-azaspiro-[4.5]decan-3-ylamino)-3-(3-(methoxymethylsulfonyl)phenoxy)propan-2-ol NCC1=CC=C(C=C1)C1=CC(=C(C=C1)OCC)S(=O)(=O)N1CCC2(C[C@@H](CO2)NC[C@@H](COC2=CC(=CC=C2)S(=O)(=O)COC)O)CC1